4-[2-(4-chloro-3-fluorophenoxy)acetamido]azepane-1-carboxylic acid tert-butyl ester C(C)(C)(C)OC(=O)N1CCC(CCC1)NC(COC1=CC(=C(C=C1)Cl)F)=O